BrC=1C=C(C=CC1)CNC(=O)NC12CC(C1)(C2)C(F)(F)F 1-[(3-bromophenyl)methyl]-3-[3-(trifluoromethyl)-1-bicyclo[1.1.1]pentanyl]urea